(2-(4-bromo-2,6-difluorophenoxy)ethoxy)(tert-butyl)dimethylsilane BrC1=CC(=C(OCCO[Si](C)(C)C(C)(C)C)C(=C1)F)F